7-(3-(4-fluoro-3-methoxyphenyl)-7,8-dihydro-1,6-naphthyridin-6(5H)-yl)-8-methyl-4H-pyrimido[1,2-b]pyridazin-4-one FC1=C(C=C(C=C1)C=1C=NC=2CCN(CC2C1)C=1C(=CC=2N(N1)C(C=CN2)=O)C)OC